4'-bromo-10'-(piperidin-4-yl)-5'H-spiro[cyclohexane-1,7'-pyrido[3',2':4,5]pyrrolo[1,2-a]quinazolin]-5'-one BrC=1C=2C(N=C3N(C2C=CC1)C1=C(C32CCCCC2)C=CC(=N1)C1CCNCC1)=O